3-[(2R)-1,4-dioxan-2-ylmethoxy]-5-(5-methyl-1,3-thiazol-2-yl)-N-{(1R)-1-[6-(trifluoromethyl)pyridazin-3-yl]ethyl}benzamide O1[C@H](COCC1)COC=1C=C(C(=O)N[C@H](C)C=2N=NC(=CC2)C(F)(F)F)C=C(C1)C=1SC(=CN1)C